6-cyclopropoxy-N-(imidazo[1,2-b]pyridazin-3-yl)-2-((1r,4r)-4-(2-iodoethyl)cyclohexyl)-2H-indazole-5-carboxamide C1(CC1)OC=1C(=CC2=CN(N=C2C1)C1CCC(CC1)CCI)C(=O)NC1=CN=C2N1N=CC=C2